C(CCCCCCCCCC#CCCCC)O 11-hexadecyne-1-ol